ClC=1C=NC=C(C1C)B1OC(C(O1)(C)C)(C)C 3-chloro-4-methyl-5-(4,4,5,5-tetramethyl-1,3,2-dioxaborolan-2-yl)pyridine